3-(((1-(5-(1-ethyl-1H-pyrazol-4-yl)-1,2,4-oxadiazol-3-yl)-1,2,3,4-tetrahydroquinolin-6-yl)methyl)amino)propionic acid C(C)N1N=CC(=C1)C1=NC(=NO1)N1CCCC2=CC(=CC=C12)CNCCC(=O)O